(1R,4R)-4-((diphenylmethylene)amino)-1-(3-(5-fluoropyrimidin-2-yl)benzyl)cyclopent-2-ene-1-carboxylate C1(=CC=CC=C1)C(C1=CC=CC=C1)=N[C@H]1C=C[C@@](C1)(C(=O)[O-])CC1=CC(=CC=C1)C1=NC=C(C=N1)F